[Si](C)(C)(C(C)(C)C)OC1C2OC[C@@]1(O[C@H]2N2C1=NC=NC(=C1N=C2)N)CON(C2CCOCC2)CCCCCCCCCCCCCCCC 9-[(4R,6R)-7-[tert-butyl(dimethyl)silyl]oxy-4-[[hexadecyl(tetrahydropyran-4-yl)amino]oxymethyl]-2,5-dioxabicyclo[2.2.1]heptan-6-yl]purin-6-amine